1-chloro-2-(chloromethyl)benzene ClC1=C(C=CC=C1)CCl